FC1CC(C1)(C1=NC=CC=C1F)CNC1=NC=C(C=N1)C=1C=C(C=CC1)C(=O)NC1CN(C1)S(=O)(=O)C {3-[2-({[3-fluoro-1-(3-fluoro(2-pyridyl))cyclobutyl]methyl}amino)pyrimidin-5-yl]phenyl}-N-[1-(methylsulfonyl)azetidin-3-yl]carboxamide